N2-(2-ethoxy-6-methyl-5,6,7,8-tetrahydro-1,6-naphthyridin-3-yl)-N8-neopentylpyrido[3,4-d]pyrimidine-2,8-diamine C(C)OC1=NC=2CCN(CC2C=C1NC=1N=CC2=C(N1)C(=NC=C2)NCC(C)(C)C)C